2-(2,5-dimethoxy-4-propan-2-ylphenyl)-N-[(2-methoxyphenyl)methyl]ethanamine COC1=C(C=C(C(=C1)C(C)C)OC)CCNCC1=C(C=CC=C1)OC